tert-butyl (cyclopropylmethyl)((3R)-1-(6-(1-(4-(5-cyclopropylpyridin-3-yl)-1H-imidazol-1-yl)ethyl)pyridazin-3-yl)piperidin-3-yl)carbamate C1(CC1)CN(C(OC(C)(C)C)=O)[C@H]1CN(CCC1)C=1N=NC(=CC1)C(C)N1C=NC(=C1)C=1C=NC=C(C1)C1CC1